C1C(CC(CC12CCCCC2)=O)=O spiro[5.5]undecane-2,4-dione